C(C1=CC=CC=C1)[C@@](CC(C)C)(C)NC(=O)C=1C=NC2=C(C=CC=C2C1)F N-[(1S)-1-benzyl-1,3-dimethyl-butyl]-8-fluoro-quinoline-3-Formamide